4-(2-piperidyl)Indolin-2-one N1C(CCCC1)C1=C2CC(NC2=CC=C1)=O